C(C=C)(=O)OCS(=O)(=O)C1=CC=CC=C1 ((phenylsulphonyl)methyl) acrylate